4-(propane-1-yn-1-yl)-1H-indazole C(#CC)C1=C2C=NNC2=CC=C1